CC1=C(C(=CC=C1)C)CC=C(SC)SC 1-(2,6-dimethylphenyl)-3,3-bis(methylsulfanyl)prop-2-en